ClC1=C(C(=CC=C1)F)CC=O 2-(2-chloro-6-fluorophenyl)ethanone